((4-((R)-2-(5-chloropyridin-2-yl)-2H-chromen-8-yl)piperidin-1-yl)methyl)-1-(((S)-oxetan-2-yl)methyl)-1H-benzo[d]imidazole-6-carboxylic acid ClC=1C=CC(=NC1)[C@@H]1OC2=C(C=CC=C2C=C1)C1CCN(CC1)CC1=NC2=C(N1C[C@H]1OCC1)C=C(C=C2)C(=O)O